C(C)N(CCC1=CNC2=CC=CC(=C12)CC(=O)O)C.C[C@H]1N(CCOC1)CC(=O)NC=1N=CC2=CC=C(C=C2C1)C1=CN=CS1 (R)-2-(3-methylmorpholinyl)-N-(6-(thiazol-5-yl)isoquinolin-3-yl)acetamide [3-[2-[ethyl(methyl)amino]ethyl]-1H-indol-4-yl]acetate